C(C)C1(C(C2=CC=C(C=C2C1)C1=COC=C1)NC(O[C@@H]1CN2CCC1CC2)=O)CC (S)-quinuclidin-3-yl (2,2-diethyl-5-(furan-3-yl)-2,3-dihydro-1H-inden-1-yl)carbamat